[Si](C)(C)(C(C)(C)C)OCCCNC=1C(=CC=CC1)N N1-(3-((tert-butyldimethylsilyl)oxy)propyl)benzene-1,2-diamine